(3-bromophenyl)((4-methoxy-3,5-dimethylpyridin-2-yl)methyl)carbamic acid tert-butyl ester C(C)(C)(C)OC(N(CC1=NC=C(C(=C1C)OC)C)C1=CC(=CC=C1)Br)=O